FC=1C=C(C=CC1OC1=NC=CC(=N1)C)C1=C(N2CCCOC3=C2C1=C(N=C3)N)I (3-fluoro-4-((4-methylpyrimidin-2-yl)oxy)phenyl)-1-iodo-8,9-dihydro-7H-6-oxa-4,9a-diazabenzo[cd]azulen-3-amine